O[C@H](C(=O)NC1=CC=C(C=C1)OC(C)C)C (S)-2-hydroxy-N-(4-isopropoxyphenyl)propanamide